C(CCCS(=O)(=O)[O-])S(=O)(=O)OC(C)C(=O)OC 1-methoxycarbonylethyl 1,4-butanedisulfonate